ClC=1C(=NC2=CC=CC=C2C1)C(=O)N chloro-quinoline-2-carboxamide